CNCC1C(CCC1)(O)C1=CC=CC=C1 2-((methylamino)methyl)-1-phenylcyclopentane-1-ol